C12(C(CCC1)O2)OCCOC21C(CCC2)O1 ethylene glycol bis(epoxycyclopentyl) ether